2-(2-pyrrolidin-1-ylethyl)-5-(4,4,5,5-tetramethyl-1,3,2-dioxaborolan-2-yl)-1,3-benzothiazole N1(CCCC1)CCC=1SC2=C(N1)C=C(C=C2)B2OC(C(O2)(C)C)(C)C